C(C)(=O)NCC(=O)N(C)[C@H](C(F)(F)F)C1=CC=C(C=C1)NC1C(C2=CC=CC=C2C1)(C)C 2-Acetamido-N-((1S)-1-(4-((1,1-dimethyl-2,3-dihydro-1H-inden-2-yl)amino)phenyl)-2,2,2-trifluoroethyl)-N-methylacetamide